O=C1N(CC2=CC(=CC=C12)C1CC(NCC1)=O)C1C(NC(CC1)=O)=O 3-(1-oxo-5-(2-oxopiperidin-4-yl)isoindolin-2-yl)piperidine-2,6-dione